NC(CCNC=O)=O N-(3-amino-3-oxo-propyl)carboxamide